NC=1C2=C(N(C(N1)=O)C1COCC1)N=C(C=C2)C2CC2 amino-7-cyclopropyl-1-(tetrahydrofuran-3-yl)pyrido[2,3-d]pyrimidin-2(1H)-one